COC=1C=C(C=NC1OC)C=1C=C2C(=NC=NC2=C(C1)C1=CC=C(OCC(=O)NC)C=C1)C 2-(4-(6-(5,6-Dimethoxypyridin-3-yl)-4-methylquinazolin-8-yl)phenoxy)-N-methylacetamide